N(C(=O)N)C1=C(C(=O)O)C=CC=C1.OC1CCC(CC1)NC(NC=1C=CC(=C(C(=O)N[C@H](C)C2=CC=CC3=CC=CC=C23)C1)C)=O 5-(3-((1r,4R)-4-hydroxycyclohexyl)ureido)-2-methyl-N-((R)-1-(naphthalen-1-yl)ethyl)benzamide Ureidobenzoate